CC1CN(CC(C1=O)C)C(=O)OC(C)(C)C tert-butyl 3,5-dimethyl-4-oxo-piperidine-1-carboxylate